ClC=1C(=C(C=CC1)C1=CC(=C(C=C1)NC)C(=O)O)C=1C=CC2=C(CCO2)C1 3'-chloro-2'-(2,3-dihydrobenzofuran-5-yl)-4-(methylamino)-[1,1'-biphenyl]-3-carboxylic acid